FC=1C(=CC(=NC1)NC1C(NC2=C(O1)C(=CC=C2)CN2CCOCC2)=O)C2=C(C=C(C=C2)F)OC ((5-fluoro-4-(4-fluoro-2-methoxyphenyl)pyridin-2-yl)amino)-8-(morpholinomethyl)-2H-benzo[b][1,4]oxazin-3(4H)-one